2-(6-bromo-1-methyl-indazol-3-yl)acetonitrile BrC1=CC=C2C(=NN(C2=C1)C)CC#N